O.C(CC(O)(C(=O)O)CC(=O)O)(=O)O.C(C)OC(=O)N1CC2(CC(C2)N2CCC(CC2)C2=CC=NN2C)CC1 (2r,4s)-2-[4-(1-methyl-1H-pyrazol-5-yl)piperidin-1-yl]-6-azaspiro[3.4]octane-6-carboxylic acid ethyl ester citrate monohydrate